C(C)C=1C(=C(C=CC1)P([O-])[O-])C(C1=C(C=C(C=C1C)C)C)=O ethyl-2,4,6-trimethylbenzoylphenylphosphonite